CCC#CCCCC 3-Octyne